N=1N(N=CC1)C1=C(C=C(C=N1)NC(=O)NC=1C=NC=2N(C1[C@H](C)OCCOC)N=C(C2)Cl)C(F)(F)F (S)-1-(6-(2H-1,2,3-triazol-2-yl)-5-(trifluoromethyl)pyridin-3-yl)-3-(2-chloro-7-(1-(2-methoxyethoxy)ethyl)pyrazolo[1,5-a]pyrimidin-6-yl)urea